C(C)(=O)N1CCN(CC1)C1=CC=C(C=C1)C1=C(C(C2=C(O1)C(=C(S2)C)C(C)NC=2C(=NC(=CC2)Cl)C(=O)O)=O)C 3-[(1-{5-[4-(4-acetylpiperazin-1-yl)phenyl]-2,6-dimethyl-7-oxothieno[3,2-b]pyran-3-yl}ethyl)amino]-6-chloropyridine-2-carboxylic acid